tert-Butyl (4S,6S)-4-(6-(5-cyano-3-methylpicolinamido)-3-fluoropyridin-2-yl)-4-methyl-6-(trifluoromethyl)-5,6-dihydro-4H-1,3-oxazin-2-ylcarbamate C(#N)C=1C=C(C(=NC1)C(=O)NC1=CC=C(C(=N1)[C@]1(N=C(O[C@@H](C1)C(F)(F)F)NC(OC(C)(C)C)=O)C)F)C